isobutyl (2-ethylhexyl) cyclohexane-1,3-dicarboxylate C1(CC(CCC1)C(=O)OCC(CCCC)CC)C(=O)OCC(C)C